C1(CC1)C=1C(=NN2C1N=C(C=C2C=2C=NNC2)N2CC1=CC=CC=C1C2)C(=O)NC2=CC=C(C=C2)OC 3-cyclopropyl-5-(isoindolin-2-yl)-N-(4-methoxyphenyl)-7-(1H-pyrazol-4-yl)pyrazolo[1,5-a]pyrimidine-2-carboxamide